FC=1C(=NN(C1C(=O)N1CCN(CC1)C)C(CO)(C)C)S(=O)(=O)N(CC1=CC=C(C=C1)OC)CC1=CC=C(C=C1)OC 4-fluoro-1-(1-hydroxy-2-methylpropan-2-yl)-N,N-bis(4-methoxy-benzyl)-5-(4-methylpiperazine-1-carbonyl)-1H-pyrazole-3-sulfonamide